[7-(5-methyl-1,2-oxazol-3-yl)-3-[3-(1,5-naphthyridin-4-yl)-1H-pyrazolo[3,4-b]pyrazin-6-yl]-3-azabicyclo[4.1.0]heptan-7-yl]methanamine CC1=CC(=NO1)C1(C2CCN(CC12)C1=CN=C2C(=N1)NN=C2C2=CC=NC1=CC=CN=C21)CN